OC1C(C1)C1=CC=C(C=C1)N1C(N(CC=2C1=NC(=NC2)NCC(F)(F)F)C2=CC=C(C=C2)OC)=O 1-(4-(2-hydroxycyclopropyl)phenyl)-3-(4-methoxyphenyl)-7-((2,2,2-trifluoroethyl)amino)-3,4-dihydropyrimido[4,5-d]pyrimidin-2(1H)-one